acrylic cyanide C(C=C)(=O)C#N